FC1=C(N=C(C2=C1N=C(N=C2)S(=O)C)N2[C@H](CC2)C)C2=CC(=CC1=CC=C(C(=C21)C#C[Si](C(C)C)(C(C)C)C(C)C)F)OCOC (2S)-1-{8-fluoro-7-[7-fluoro-3-(methoxymethoxy)-8-[2-(triisopropylsilyl)ethynyl]naphthalen-1-yl]-2-methanesulfinyl-pyrido[4,3-d]pyrimidin-5-yl}-2-methylazetidine